ClC1=C(C(=CC=C1)F)C(C(=O)NC1=CC(=C(C=C1)OC1=CC(=CC=C1)Cl)S(N)(=O)=O)C 2-(2-chloro-6-fluorophenyl)-N-[4-(3-chlorophenoxy)-3-sulfamoylphenyl]propanamide